ClC1=C(C=2N=C(N=C(C2C=N1)N1CC=2N(CCC1)N=C(C2)N)OC[C@]21CCCN1C[C@@H](C2)F)F 5-(7-chloro-8-fluoro-2-(((2R,7aS)-2-fluorohexahydro-1H-pyrrolizin-7a-yl)methoxy)pyrido[4,3-d]pyrimidin-4-yl)-5,6,7,8-tetrahydro-4H-pyrazolo[1,5-a][1,4]diazepin-2-amine